Cl.CNC1CC1 N-methylcyclopropylamine hydrochloride